1,3-bis{[2-(2-methylpropoxy)cyclohex-1-yl]methyl}imidazolium CC(COC1C(CCCC1)CN1C=[N+](C=C1)CC1C(CCCC1)OCC(C)C)C